N-(1-ethylpiperidin-4-yl)-2-{1-[4-(propan-2-yl)phenyl]-1H-pyrazol-4-yl}-1,3-thiazole-4-carboxamide C(C)N1CCC(CC1)NC(=O)C=1N=C(SC1)C=1C=NN(C1)C1=CC=C(C=C1)C(C)C